COC1=NC=CC(=C1)N1C2=NC(=NC(=C2N=C1C)N/N=C/C1=CC(=CC=C1)C)N1CCOCC1 (E)-4-(9-(2-methoxypyridin-4-yl)-8-methyl-6-(2-(3-methylbenzylidene)hydrazinyl)-9H-purin-2-yl)morpholine